N,N'-bis(2-aminoethyl)-2,3-di(diphenylphosphoryl)succinamide tert-butyl-(4S)-2,2-dimethyl-4-(3-methylsulfonyloxy-3-phenyl-propyl)pyrrolidine-1-carboxylate C(C)(C)(C)OC(=O)N1C(C[C@@H](C1)CCC(C1=CC=CC=C1)OS(=O)(=O)C)(C)C.NCCNC(C(C(C(=O)NCCN)P(=O)(C1=CC=CC=C1)C1=CC=CC=C1)P(=O)(C1=CC=CC=C1)C1=CC=CC=C1)=O